4-trifluoromethoxybenzaldehyde O-(1,2,3,4-tetrahydroquinoline-1-carbonyl) oxime N1(CCCC2=CC=CC=C12)C(=O)ON=CC1=CC=C(C=C1)OC(F)(F)F